C(C)OC(=O)C=1C=NN2C1NC(=CC2=O)C2=CC=C(C=C2)C2C(CCC2)(C)C 5-(4-(2,2-dimethylcyclopentyl)phenyl)-7-oxo-4,7-dihydropyrazolo[1,5-a]pyrimidine-3-carboxylic acid ethyl ester